C(C)(=O)[O-].[Eu+3].BrC=1C=C2C(=CCOC2=C(C1)C)SC.C(C)(=O)[O-].C(C)(=O)[O-] 6-bromo-8-methyl-4-(methylsulfanyl)chromen europium(III) acetate